NC1=NN(C2=CC(=C(C(=C12)B1OC(C(O1)(C)C)(C)C)Cl)C)C(=O)OC(C)(C)C tert-butyl 3-amino-5-chloro-6-methyl-4-(4,4,5,5-tetramethyl-1,3,2-dioxaborolan-2-yl)-1H-indazole-1-carboxylate